(E)-5-nitro-2-(2-nitrovinyl)phenol [N+](=O)([O-])C=1C=CC(=C(C1)O)\C=C\[N+](=O)[O-]